C(#N)C1=CC(=C(C=C1)NC(C(C)(C)N1N=CC(=C1C)C#CC1CN(C1)C=1C=C2C(N(C(C2=CC1)=O)C1C(NC(CC1)=O)=O)=O)=O)C1CC1 N-(4-cyano-2-cyclopropylphenyl)-2-(4-((1-(2-(2,6-dioxopiperidin-3-yl)-1,3-dioxoisoindolin-5-yl)azetidin-3-yl)ethynyl)-5-methyl-1H-pyrazol-1-yl)-2-methylpropanamide